1,1-bis(3,5-di-methyl-2-hydroxyphenyl)butane CC=1C(=C(C=C(C1)C)C(CCC)C1=C(C(=CC(=C1)C)C)O)O